C1(CC1)C1=NC=NC(=C1C1=NC=C2C(=N1)N(N=C2)CC2=C(C=C(C=C2)C=2N(C=C(N2)C(F)(F)F)C(C)C)CCO)OC 2-(2-((6-(4-cyclopropyl-6-methoxypyrimidin-5-yl)-1H-pyrazolo[3,4-d]pyrimidin-1-yl)methyl)-5-(1-isopropyl-4-(trifluoromethyl)-1H-imidazol-2-yl)phenyl)ethan-1-ol